1-[(S)-4-(2,3-dihydro-[1,4]dioxino[2,3-b]pyridin-3-yl)-benzyl]-piperidine-4-carboxylic acid (2-hydroxy-2-methyl-propyl)-amide OC(CNC(=O)C1CCN(CC1)CC1=CC=C(C=C1)[C@H]1COC=2C(=NC=CC2)O1)(C)C